(E)-N'-(4-amino-2-cyanophenyl)-N,N-dimethylformamidine NC1=CC(=C(C=C1)/N=C/N(C)C)C#N